CC=1C(=NC=CC1)C=1C=C(C=CC1)O 3-(3-methylpyridin-2-yl)phenol